Cl.ClC=1C=C(C=C(C1)Cl)C12CNCC2C1 1-(3,5-dichlorophenyl)-3-azabicyclo[3.1.0]hexane hydrochloride